C(C)(C)(C)OC(=O)N(C=1C=C(C=C2C(C(NC12)=O)(C)N1C[C@@H](CCC1)CC1=CC=C(C(=O)O)C=C1)F)CC 4-[[(3S)-1-[7-[tert-butoxycarbonyl(ethyl)amino]-5-fluoro-3-methyl-2-oxo-indolin-3-yl]-3-piperidyl]methyl]benzoic acid